N[C@@H](CC(=O)N1[C@@H](C2CCC1C2)C2=NC(=NO2)C2=CC=CC=C2)CC2=C(C=C(C(=C2)F)F)F exo-(3R)-3-amino-1-[(2S)-2-(3-phenyl-1,2,4-oxadiazol-5-yl)-3-azabicyclo[2.2.1]heptan-3-yl]-4-(2,4,5-trifluorophenyl)butan-1-one